1-methyl-2-oxo-4-{2-[2-(trifluoromethoxy)phenyl]-2,8-diazaspiro[4.5]decan-8-yl}-1,2-dihydroquinoline-3-carbonitrile CN1C(C(=C(C2=CC=CC=C12)N1CCC2(CCN(C2)C2=C(C=CC=C2)OC(F)(F)F)CC1)C#N)=O